FC(C(=O)N1C2CN(CC1CC2)C(=O)OCC2O[C@H]1[C@@H](O2)CC/C=C/CC1)(F)F rac-[(3aR,6E,9aS)-3a,4,5,8,9,9a-hexahydrocycloocta[d][1,3]dioxol-2-yl]methyl 8-(2,2,2-trifluoroacetyl)-3,8-diazabicyclo[3.2.1]octane-3-carboxylate